2,2-diphenylcyclopropanecarbonitrile C1(=CC=CC=C1)C1(C(C1)C#N)C1=CC=CC=C1